(S)-2-(2-chloro-6-fluorobenzamido)-3-(4-(6,7-difluoro-3-methyl-2-oxo-2,3-dihydro-1H-benzo[d]imidazol-1-yl)phenyl)propanoic acid methyl ester COC([C@H](CC1=CC=C(C=C1)N1C(N(C2=C1C(=C(C=C2)F)F)C)=O)NC(C2=C(C=CC=C2F)Cl)=O)=O